4,4'-di-n-dodecyloxyazobenzene oxide C(CCCCCCCCCCC)OC1=CC=C(C=C1)N=NC12C(C=C(C=C1)OCCCCCCCCCCCC)O2